methyl (2R,7aS)-2-hydroxy-6-methylenetetrahydro-1H-pyrrolizine-7a(5H)-carboxylate O[C@@H]1C[C@@]2(CC(CN2C1)=C)C(=O)OC